S1C2=C(C(=C1)C1=C(C=3N=C(N=C(C3C=N1)N1C[C@@H](N(CC1)C(=O)OCC1=CC=CC=C1)CC#N)OC[C@]13CCCN3C[C@@H](C1)F)F)C=CC=C2 Benzyl (S)-4-(7-(benzo[b]thiophen-3-yl)-8-fluoro-2-(((2R,7aS)-2-fluorotetrahydro-1H-pyrrolizin-7a(5H)-yl)methoxy)pyrido[4,3-d]pyrimidin-4-yl)-2-(cyanomethyl)piperazine-1-carboxylate